COC(/C(=C/OC)/OC1=C(C=CC(=C1)C1=CCC(CC1)C#N)C)=O.C(C)(=O)[O-].[Ni+2].C(C)(=O)[O-] Nickel(II) acetate methyl-(Z)-2-[5-(4-cyanocyclohexen-1-yl)-2-methyl-phenoxy]-3-methoxy-prop-2-enoate